trans-5-(5-((7-ethyl-6-carbonyl-5,6-dihydro-1,5-naphthyridin-3-yl)methyl)-2,5-diazabicyclo[4.2.0]octan-2-yl)-N-methylpyridine-2-carboxamide C(C)C=1C(NC=2C=C(C=NC2C1)CN1CCN([C@@H]2CC[C@@H]12)C=1C=CC(=NC1)C(=O)NC)=C=O